3-[4-[2-hydroxypropoxy]-5,6-dimethyl-2-[4-(trifluoromethyl)anilino]-3-pyridyl]-4H-1,2,4-oxadiazol-5-one OC(COC1=C(C(=NC(=C1C)C)NC1=CC=C(C=C1)C(F)(F)F)C1=NOC(N1)=O)C